BrCCOCCBr 1-bromo-2-(2-Bromoethoxy)ethane